ClC1=C(C=C(OCC(=O)NC23CC(C2)(C3)C(=O)NCCCC3=CC=C(C=C3)F)C=C1)F 3-[2-(4-chloro-3-fluorophenoxy)acetamido]-N-[3-(4-fluorophenyl)propyl]bicyclo[1.1.1]pentane-1-carboxamide